P(=O)(OC(C)(C)C)(OC(C)(C)C)OCN1C(=CC=2C1=NC=CC2)N2C(COCC2)C2=CC(N(C=C2)CC2=CC(=CC=C2)Br)=O Di-tert-butyl (3-(1-(3-bromobenzyl)-2-oxo-1,2-dihydropyridin-4-yl) morpholino-1H-pyrrolo[2,3-b]pyridin-1-yl)methyl phosphate